IC=1C=C2C=NN(C2=CC1)C=1C=CC(NC1)=O 5-(5-Iodo-1H-indazol-1-yl)pyridin-2(1H)-one